FC(COC1=C(C=C(C(=N1)OC)NS(=O)(=O)C=1C=2C=CN(C(C2C=CC1)=O)CCOC)F)F N-[6-(2,2-difluoroethoxy)-5-fluoro-2-methoxy-3-pyridyl]-1-keto-2-(2-methoxyethyl)isoquinoline-5-sulfonamide